C(C)ON=C(N)C1=NC(=C(C=C1)C(=O)OC)C1=NC2=C(N1C)C=CC(=C2)C(F)(F)F N'-ethoxy-5-methoxycarbonyl-6-[1-methyl-5-(trifluoromethyl)benzimidazol-2-yl]pyridine-2-carboxamidine